C(#N)C=1C=C(CN2C(\C(\C3=CC(=CC=C23)N)=C/C=2NC(=CC2C)C)=O)C=CC1 (Z)-1-(3-cyanobenzyl)-3-((3,5-dimethyl-1H-pyrrol-2-yl)methylene)-5-amino-2-indolone